BrC1=CC(=C(\C=C/2\C(N(C(C2)=O)CCCCCCC(=O)OCC)=O)C=C1)OC ethyl (E)-7-(3-(4-bromo-2-methoxybenzylidene)-2,5-dioxopyrrolidinyl)heptanoate